propyl-fluoromethylamine C(CC)NCF